C1(CC1)C=1C(=C(OC=2N=NC(=CC2C2=NOC[C@@H](N2)CC2=C(C=C(C=C2)C)C)C)C=CC1)F (5S)-3-[3-(3-cyclopropyl-2-fluorophenoxy)-6-methylpyridazin-4-yl]-5-{(2,4-dimethylphenyl)methyl}-5,6-dihydro-4H-1,2,4-oxadiazine